[4-[3-fluoro-3-(piperazin-1-ylmethyl)azetidin-1-yl]-3-methyl-2-oxo-benzoimidazol-1-yl]piperidine-2,6-dione FC1(CN(C1)C1=CC=CC=2N(C(N(C21)C)=O)N2C(CCCC2=O)=O)CN2CCNCC2